FC=1C(=C(C=2C=NN(C2C1)C1OCCCC1)N)C 6-fluoro-5-methyl-1-(tetrahydro-2H-pyran-2-yl)-1H-indazol-4-amine